(1R,5S)-3-azabicyclo[3.2.0]heptane [C@@H]12CNC[C@H]2CC1